formimidoyl glutamate N[C@@H](CCC(=O)[O-])C(=O)OC=N